methyl 2-(3-cyano-5-methyl-pyrazol-1-yl)-6-[5-(2-morpholinoethoxy)benzimidazol-1-yl]pyridine-3-carboxylate C(#N)C1=NN(C(=C1)C)C1=NC(=CC=C1C(=O)OC)N1C=NC2=C1C=CC(=C2)OCCN2CCOCC2